C1(=CC=CC=C1)C1=NC(=CC(=C1)C1=CC=CC=C1)C1=CC=CC=C1 2,4,6-Triphenylpyridine